4-chloro-1-(1-isobutyrylpyrrolidin-3-yl)-N-(3-methyl-5-(phenylethynyl)pyridin-2-yl)-1H-pyrazole-5-carboxamide ClC=1C=NN(C1C(=O)NC1=NC=C(C=C1C)C#CC1=CC=CC=C1)C1CN(CC1)C(C(C)C)=O